Ethyl 3-(1-(2-Cyanophenyl)piperidin-4-yl)Propanoate [Ethyl 3-(1-(2-cyanophenyl)piperidin-4-yl)propanoate] C(C)C(C(=O)O)CC1CCN(CC1)C1=C(C=CC=C1)C#N.C(#N)C1=C(C=CC=C1)N1CCC(CC1)CCC(=O)OCC